NC=1C=C(C=CC1OCOCCOC)N1COC2=C(C1=O)C=CC(=C2)C2=CC=C(C=C2)C(C)(C)C 3-(3-amino-4-((2-methoxyethoxy)methoxy)phenyl)-7-(4-(tert-butyl)phenyl)-2,3-dihydro-4H-benzo[e][1,3]oxazin-4-one